C1(=CC=CC=C1)C(=O)C1=CC=C(C=C1)SCCCCCCCCCCS phenyl-[4-(10-mercaptodecylthio)phenyl]ketone